C(C)(=O)N1CCC(CC1)N1C(N(C2=C1C=CC=C2F)CC2=NC=C(C=C2)C=2OC(=NN2)C(F)F)=O 1-(1-Acetylpiperidin-4-yl)-3-((5-(5-(difluoromethyl)-1,3,4-oxadiazol-2-yl)pyridin-2-yl)methyl)-4-fluoro-1,3-dihydro-2H-benzo[d]imidazol-2-one